ClC1=NC=CC(=C1)NC1=CC=C(C(=N1)C(=O)NC1C(CC1)(C)C)O 6-[(2-chloro-4-pyridyl)amino]-N-(2,2-dimethylcyclobutyl)-3-hydroxy-pyridine-2-carboxamide